ClC=1C=C(C=CC1C(=O)N1CCN(CC1)C(CCNC)=O)NC(=O)C=1N(C(=CN1)C1=C(C(=C(C=C1)OC)F)F)C N-[3-chloro-4-[4-[3-(methylamino)propionyl]piperazine-1-carbonyl]phenyl]-5-(2,3-difluoro-4-methoxy-phenyl)-1-methyl-imidazole-2-carboxamide